O1CCN(CC1)CC1=CC=C(C=C1)C=1CCN(CC1)C(=O)OC(C)(C)C tert-Butyl 4-(4-(morpholinomethyl)phenyl)-3,6-dihydropyridine-1(2H)-carboxylate